FC(C1=C(C=NC=2C(CCCC12)=O)C#N)F 4-(Difluoromethyl)-8-oxo-5,6,7,8-tetrahydroquinoline-3-carbonitrile